5-(2-fluoro-4-methoxyphenyl)-N-(3-methoxycyclohexyl)-4-methyl-pyrimidin-2-amine, hydrochloride salt Cl.FC1=C(C=CC(=C1)OC)C=1C(=NC(=NC1)NC1CC(CCC1)OC)C